C1=CC=CC=2C3=CC=CC=C3[N-]C12 N-carbazolide